methyl-2-(((2-(2-oxopyrrolidin-1-yl)ethyl)amino)methyl)pyrrolo[2,1-f][1,2,4]triazin-4(3H)-one CN1C(=NN2C(C1=O)=CC=C2)CNCCN2C(CCC2)=O